C(C)(=O)N(C=1SC2=C(C1C(=O)NC)C=CC(=C2Cl)O)CC2=CC=CC=C2 2-[acetyl(benzyl)amino]-7-chloro-6-hydroxy-N-methyl-1-benzothiophene-3-carboxamide